ClC=1C=C(C=C(C1)C#N)C(C)(C)C1=CC=C(OCC2=NC(=NC=C2)N2CCN(CC2)CC2CN(CC2)C2CC3(C2)CCN(CC3)C(=O)OC(C)(C)C)C=C1 tert-butyl 2-(3-((4-(4-((4-(2-(3-chloro-5-cyanophenyl)propan-2-yl)phenoxy)methyl)pyrimidin-2-yl)piperazin-1-yl)methyl)pyrrolidin-1-yl)-7-azaspiro[3.5]nonane-7-carboxylate